2-((13-(3-butyl-3H-diazirin-3-yl)tridecanoyl)oxy)-3-(stearoyloxy)propyl (2-(trimethylammonio)ethyl) phosphate P(=O)(OCC(COC(CCCCCCCCCCCCCCCCC)=O)OC(CCCCCCCCCCCCC1(N=N1)CCCC)=O)(OCC[N+](C)(C)C)[O-]